1-methyl-1H-pyrrol-2-carboxamid CN1C(=CC=C1)C(=O)N